C(#N)C1=CN=C(S1)OC1=C(C=C(C=C1)NC(=O)C1CC(C1)OC1=CC=C(C=C1)F)C N-(4-((5-cyanothiazol-2-yl)oxy)-3-methylphenyl)-3-(4-fluorophenoxy)cyclobutane-1-carboxamide